C1(CC1)C(=O)NC1=NC=C(C(=O)NC([2H])([2H])[2H])C(=C1)NC1=C2N(CC=3N(C2=CC=C1)N=NN3)C 6-(cyclopropanecarboxamido)-N-(methyl-d3)-4-((5-methyl-4,5-dihydrotetrazolo[1,5-a]quinoxalin-6-yl)amino)nicotinamide